C1N(CCC2=CC=CC=C12)C[C@H](CN1CC(OC2=C(C1=O)C=CC(=C2)OC2CCN(CC2)C)C)O 4-[(2R)-3-(3,4-dihydro-1H-isoquinolin-2-yl)-2-hydroxypropyl]-2-methyl-8-[(1-methyl-4-piperidyl)oxy]-2,3-dihydro-1,4-benzoxazepin-5-one